CC=1NC2=C(N1)C(SC1=C2C=CC=C1)=O 2-Methyl-[1]benzothiopyrano[3,4-d]imidazol-4(1H)-one